6-[[3-[4-(2-methoxyphenyl)-1-piperazinyl]propyl]amino]-1,3-dimethyl-2,4(1h,3h)pyrimidinedione hydrochloride Cl.COC1=C(C=CC=C1)N1CCN(CC1)CCCNC1=CC(N(C(N1C)=O)C)=O